Tert-butyl (4-(benzyloxy)phenethyl)carbamate C(C1=CC=CC=C1)OC1=CC=C(CCNC(OC(C)(C)C)=O)C=C1